C(CCCC)C1=CC=CCO1 6-pentyl-2h-pyran